2-(4-fluorophenyl)-N-(6-(4-fluorophenyl)-2-(2-morpholinoethyl)-2H-indazol-5-yl)thiazole-4-carboxamide FC1=CC=C(C=C1)C=1SC=C(N1)C(=O)NC1=CC2=CN(N=C2C=C1C1=CC=C(C=C1)F)CCN1CCOCC1